1-{4-[(1-methyl-4-piperidinyl)oxy]-3-(trifluoromethyl)phenyl}-3-[4-(1H-pyrrolo[2,3-b]pyridin-4-yloxy)phenyl]-2,4-imidazolidinedione CN1CCC(CC1)OC1=C(C=C(C=C1)N1C(N(C(C1)=O)C1=CC=C(C=C1)OC1=C2C(=NC=C1)NC=C2)=O)C(F)(F)F